N(=[N+]=[N-])CC1(COC1)CN=[N+]=[N-] 3,3-bisazidomethyloxetane